O1[C@@H](COCC1)COC=1N2CCC3=C(C2=C(C(C1)=O)C)C=CC(=C3)N3CCC(CC3)C(F)(F)F 4-[[(2S)-1,4-dioxan-2-yl]methoxy]-1-methyl-9-[4-(trifluoromethyl)-1-piperidyl]-6,7-dihydrobenzo[a]quinolizin-2-one